N1=NC(=CC=C1)C=O 3-PYRIDAZINECARBOXALDEHYDE